Boc-2-thiomethyl-adenosine C(=O)(OC(C)(C)C)SCC=1N=C(C=2N=CN([C@H]3[C@H](O)[C@H](O)[C@@H](CO)O3)C2N1)N